CC=1C(=NN(C1)C1=NC=C(C=N1)CN1C[C@H](NCC1)C=1C(=C2COC(C2=CC1)=O)C)C#N (R)-4-methyl-1-(5-((3-(4-methyl-1-oxo-1,3-dihydroisobenzofuran-5-yl)piperazin-1-yl)methyl)pyrimidin-2-yl)-1H-pyrazole-3-carbonitrile